1,4-dichlorophthalazine-5-carbonyl chloride ClC1=NN=C(C=2C(=CC=CC12)C(=O)Cl)Cl